ClC1OCC12CN1C(N=CC3=CC=C(C(=C13)OC2)C2=C(C=C(C=C2)F)F)=O chloro-11-(2,4-difluorophenyl)-2H-spiro[[1,4]oxazepino[2,3,4-ij]quinazoline-3,3'-oxetan]-6(4H)-one